glycerol monocarbon [C].OCC(O)CO